ClC1=C2ON=C3CCC=4C=C(N=CC4C4=C(C=C(C(NS(C(=C1O)C=C23)(=O)=O)=C4)F)F)F 21-Chloro-5,7,12-trifluoro-2,2-dioxo-19-oxa-2λ6-thia-3,11,18-triazapentacyclo[15.5.2.14,8.09,14.020,24]pentacosa-1(22),4(25),5,7,9(14),10,12,17,20,23-decaen-22-ol